C(C)C1(CCNCC1)OC([2H])([2H])[2H] 4-ethyl-4-(methoxy-d3)piperidine